1-(4-methoxyphenyl)-2-adamantanol COC1=CC=C(C=C1)C12C(C3CC(CC(C1)C3)C2)O